CC1(CCOCC1)OC(=O)C1=C(NC=2C[C@H](CC(C2[C@@H]1C1=CC(=CC=C1)O)=O)C1=C(C=CC=C1)OC)C (4S,7R)-4-(3-hydroxyphenyl)-7-(2-methoxyphenyl)-2-methyl-5-oxo-1,4,5,6,7,8-hexahydroquinoline-3-carboxylic acid 4-methyltetrahydro-2H-pyran-4-yl ester